N-(2-chloro-3-(3-chloro-2-(3-methoxy-4-((7-oxo-2,6-diazaspiro[3.4]octan-2-yl)methyl)phenyl)pyridin-4-yl)phenyl)-5-(((2-hydroxyethyl)amino)methyl)picolinamide ClC1=C(C=CC=C1C1=C(C(=NC=C1)C1=CC(=C(C=C1)CN1CC2(C1)CNC(C2)=O)OC)Cl)NC(C2=NC=C(C=C2)CNCCO)=O